pyrano[2,3-c]pyrazole N=1N=CC=2C1OC=CC2